C1(CCCCC1)[C@H]1[C@H](C2=CC=C(C=C2CC1)O)C1=C(C=C(C=C1)N1CCC(CC1)CN1CCN(CC1)C=1C=C2CN(C(C2=CC1)=O)[C@@H]1C(NC(CC1)=O)=O)C (S)-3-(5-(4-((1-(4-((1S,2S)-2-cyclohexyl-6-hydroxy-1,2,3,4-tetrahydronaphthalen-1-yl)-3-methylphenyl)piperidin-4-yl)methyl)piperazin-1-yl)-1-oxoisoindolin-2-yl)piperidine-2,6-dione